BrC=1C=C(C=C2C=CNC12)S(=O)(=O)N1CCC(CC1)C1=CC=CC=C1 7-bromo-5-[(4-phenyl-1-piperidyl)sulfonyl]-1H-indole